C(C)(C)C=1C=C(C#N)C=C(C1)C(C)C 3,5-diisopropyl-benzonitrile